6'-(((1S,3S)-3-((6-Methyl-1,2,4-triazin-3-yl)amino)cyclopentyl)amino)-5-(1-methyl-1H-pyrazol-4-yl)-2H-[1,3'-bipyridin]-2-one CC1=CN=C(N=N1)N[C@@H]1C[C@H](CC1)NC1=CC=C(C=N1)N1C(C=CC(=C1)C=1C=NN(C1)C)=O